CN(C1CCCCC1)C(N(C)C1CCCCC1)C=C[SiH3] bis(N-methylcyclohexylamino)methylvinylsilane